5-chloro-3-phenyl-2-styryl-1H-indole ClC=1C=C2C(=C(NC2=CC1)C=CC1=CC=CC=C1)C1=CC=CC=C1